C(C)(C)(C)OC(=O)N1CC=2N(CC1)C(=NC2C(NC=2C=C(C=CC2)C)=O)Br 3-bromo-1-(m-tolylcarbamoyl)-5,6-dihydroimidazo[1,5-a]Pyrazine-7(8H)-carboxylic acid tert-butyl ester